2-(2,4-Dimethylphenoxy)-6-(3-fluoro-5-isopropoxyphenyl)-N-(1H-pyrazol-3-ylsulfonyl)pyridin-3-carboxamid CC1=C(OC2=NC(=CC=C2C(=O)NS(=O)(=O)C2=NNC=C2)C2=CC(=CC(=C2)OC(C)C)F)C=CC(=C1)C